C(C)OC1=NC2=C(N1)C=C(C=C2C(=O)NCC2=C(C=CC=C2)C(F)(F)F)NC(=O)C2=C(C=CC=C2)C(F)(F)F 2-ethoxy-N-[2-(trifluoromethyl)benzyl]-6-({[2-(trifluoromethyl)phenyl]carbonyl}amino)-1H-benzimidazole-4-carboxamide